N-(3-Cyano-6-(4-fluorobenzyl)-4,5,6,7-tetrahydrothieno[2,3-c]pyridin-2-yl)-2-(4-sulfamoylphenyl)acetamid C(#N)C1=C(SC=2CN(CCC21)CC2=CC=C(C=C2)F)NC(CC2=CC=C(C=C2)S(N)(=O)=O)=O